1-((3-chloro-5-(trifluoromethyl)pyridine-2-yl)methyl)pyrrolidine-2,5-dione ClC=1C(=NC=C(C1)C(F)(F)F)CN1C(CCC1=O)=O